CC1(CN(C2=NC=C(N=C21)C(=O)N2C(CN(CC2)C2=CC=C(C=N2)CC(=O)O)(C)C)C2=CC(=C(C(=C2)F)F)F)C 2-(6-(4-(7,7-dimethyl-5-(3,4,5-trifluorophenyl)-6,7-dihydro-5H-pyrrolo[2,3-b]pyrazine-2-carbonyl)-3,3-dimethylpiperazin-1-yl)pyridin-3-yl)acetic acid